COC1=CC=C(CN(C=2C3=C(N=CN2)NC=C3)C)C=C1 4-((4-methoxybenzyl)(methyl)amino)-7H-pyrrolo[2,3-d]pyrimidin